tert-butyl-3'-methyl-6-oxo-6,8-dihydro-2H-spiro[benzo[2,1-b:3,4-c']difuran-3,4'-piperidine] C(C)(C)(C)N1CC(C2(CC1)C1=C(OC2)C=2COC(C2C=C1)=O)C